1,1,1,3,3,3-Hexafluoropropan-2-yl 2-((1-isopropyl-3-phenyl-1H-pyrazol-4-yl)methyl)-2,8-diazaspiro[4.5]decane-8-carboxylate C(C)(C)N1N=C(C(=C1)CN1CC2(CC1)CCN(CC2)C(=O)OC(C(F)(F)F)C(F)(F)F)C2=CC=CC=C2